2-(4-(2-(3-(oct-3-yn-1-yloxy)-5-pentadecylphenoxy)ethyl)piperazin-1-yl)ethan-1-ol C(CC#CCCCC)OC=1C=C(OCCN2CCN(CC2)CCO)C=C(C1)CCCCCCCCCCCCCCC